[Mg].[Al].[Zn].[Fe] iron zinc aluminum magnesium